(3R)-3-amino-5-[(4-chlorophenyl)methyl]-8-fluoro-7-[5-(3-meth-ylsulfonyl-3-azabicyclo-[3.1.0]hexan-1-yl)-1,3,4-oxadiazol-2-yl]-1,1-dioxo-2,3-dihydro-benzothiazepin-4-one N[C@@H]1NS(C2=C(C(C1=O)CC1=CC=C(C=C1)Cl)C=C(C(=C2)F)C=2OC(=NN2)C21CN(CC1C2)S(=O)(=O)C)(=O)=O